C(CCCCCCCCCCCCC)(=O)O[C@@H]1[C@](O[C@H](C1)N1C2=NC(=NC(=C2N=C1)N)F)(COC(CCCCCC)=O)C#C (2R,3S,5R)-5-(6-amino-2-fluoro-9H-purin-9-yl)-2-ethynyl-2-((heptanoyloxy) methyl)tetrahydro-furan-3-yl tetradecanoate